BrC1=NNC(=C1)CC#N 2-(3-bromo-1H-pyrazol-5-yl)acetonitrile